COCCC(CCCC)C=1C(=NC(=NC1C)N)N (1-methoxyhept-3-yl)-6-methylpyrimidine-2,4-diamine